2-(6-Chloropyrazin-2-yl)acetic acid methyl ester COC(CC1=NC(=CN=C1)Cl)=O